C(C)(C)(C)OOC(C)(C)C1=CC(=CC=C1)C(C)(C)O α-(tert-butylperoxy)-α'-hydroxy-1,3-diisopropylbenzene